1-(5-tert-butyl-2-methyl-2h-pyrazol-3-yl)-3-(4-chlorophenyl)-urea C(C)(C)(C)C=1C=C(N(N1)C)NC(=O)NC1=CC=C(C=C1)Cl